N1-cyclohexyl-1,2-propanediamine C1(CCCCC1)NCC(C)N